di(t-butyl-peroxy)butane C(C)(C)(C)OOC(C(C)OOC(C)(C)C)C